2-fluoro-5-[6-(methoxymethyl)-2-pyridyl]pyridine FC1=NC=C(C=C1)C1=NC(=CC=C1)COC